FC(C=1C=C(C=C(C1)C(F)(F)F)C1=NN(C=N1)C1=C(N=NN1C1=CC=CC=C1)C(C(F)(F)F)=O)(F)F 1-(5-(3-(3,5-bis(trifluoromethyl)phenyl)-1H-1,2,4-triazol-1-yl)-1-phenyl-1H-1,2,3-triazol-4-yl)-2,2,2-trifluoroethan-1-one